C[C@H]1COCC[C@@H]1NC1=NC=C2N=C(N(C2=N1)C1CCC(CC1)C(=O)N)NC1=C(C=C(C=C1F)F)F (1R,4s)-4-(2-((3R,4S)-3-methyltetrahydro-2H-pyran-4-ylamino)-8-(2,4,6-trifluorophenylamino)-9H-purin-9-yl)cyclohexanecarboxamide